FC=1C=C2/C(/C(NC2=CC1)=O)=C/C=1SC=CC1 (Z)-5-fluoro-3-(thiophen-2-ylmethylene)indolin-2-one